NC([C@H](CCC(=O)OC(C)(C)C)N1C(C2=CC=CC(=C2C1)OCC=1C=NC(=CC1)SC1CCN(CC1)C1=C(C=C(C=C1)C#N)F)=O)=O Tert-butyl (S)-5-amino-4-(4-((6-((1-(4-cyano-2-fluorophenyl)piperidin-4-yl)thio) pyridin-3-yl)methoxy)-1-oxoisoindolin-2-yl)-5-oxopentanoate